C(C(C(=O)N)CCCCCCCCCCCCCC(C)C)C(C(=O)N)CCCCCCCCCCCCCC(C)C methylene-bisisostearamide